[Mn].[Mn].[Fe] iron-manganese manganese